Cl.Cl.N(=NC(C)(C)C1=NCCCN1)C(C)(C)C1=NCCCN1 2,2'-azobis[2-(3,4,5,6-tetrahydropyrimidin-2-yl)propane] dihydrochloride